3-amino-4,4'-biphenyl-dicarboxylic acid NC=1C=C(C=CC1C(=O)O)C1=CC=C(C=C1)C(=O)O